tert-butyl (S)-4-((8-((tert-butoxycarbonyl)(1-phenylethyl)amino)-3-isopropylimidazo[1,2-b]pyridazin-6-yl)oxy)piperidine-1-carboxylate C(C)(C)(C)OC(=O)N(C=1C=2N(N=C(C1)OC1CCN(CC1)C(=O)OC(C)(C)C)C(=CN2)C(C)C)[C@@H](C)C2=CC=CC=C2